FC1=C(C=CC(=C1O)F)C1=NN=C(S1)CN1C2(CC2)C(N(C1=O)CCC(F)(F)F)=O 4-((5-(2,4-difluoro-3-hydroxyphenyl)-1,3,4-thiadiazol-2-yl)methyl)-6-(3,3,3-trifluoropropyl)-4,6-diazaspiro[2.4]heptane-5,7-dione